C(C)O[Si](CCCNC(=O)C(=O)NCCC[Si](OCC)(OCC)OCC)(OCC)OCC N,N'-bis(3-(triethoxysilyl)-propyl)oxamide